2,3-dimethylbenzothiazolium CC=1SC2=C([N+]1C)C=CC=C2